C(C1CO1)OC1=C(C(=O)C2=CC=CC=C2)C=CC(=C1)OCC1CO1 2,4-bis(glycidoxy)benzophenone